3-chloro-5-((6-oxo-1-((6-oxo-2-(4-(trifluoromethoxy)phenyl)-1,6-dihydropyrimidin-5-yl)methyl)-4-(trifluoromethyl)-1,6-dihydropyrimidin-5-yl)oxy)benzonitrile ClC=1C=C(C#N)C=C(C1)OC1=C(N=CN(C1=O)CC1=CN=C(NC1=O)C1=CC=C(C=C1)OC(F)(F)F)C(F)(F)F